Methyl 5,5-difluoro-1-(3-fluoro-5-(pyridin-4-yl)benzoyl)piperidine-3-carboxylate FC1(CC(CN(C1)C(C1=CC(=CC(=C1)C1=CC=NC=C1)F)=O)C(=O)OC)F